methyl 4-(1H-imidazol-1-yl)-2-nitrobenzoate N1(C=NC=C1)C1=CC(=C(C(=O)OC)C=C1)[N+](=O)[O-]